N1=C2C(=CC(=C1)C(=O)[O-])COC2 5,7-dihydrofuro[3,4-b]pyridine-3-carboxylate